[2-(2-bromo-4-iodo-5-pyrazol-1-yl-phenoxy)-1-methyl-ethoxy]-tert-butyl-dimethyl-silane BrC1=C(OCC(O[Si](C)(C)C(C)(C)C)C)C=C(C(=C1)I)N1N=CC=C1